BrC1=NN(C=C1C#N)C 3-bromo-1-methyl-pyrazole-4-carbonitrile